2,6-di(9H-carbazole-9-yl)-10-(4-(3,6-dibromo-9H-carbazole-9-yl)phenyl)-4H-benzo[9,1]quinolizino[3,4,5,6,7-defg]acridine-4,8,12-trione C1=CC=CC=2C3=CC=CC=C3N(C12)C1=CC=2C(C=3C=C(C=C4C3N3C2C(=C1)C(C1=C3C(C4=O)=CC(=C1)N1C4=CC=CC=C4C=4C=CC=CC14)=O)C1=CC=C(C=C1)N1C4=CC=C(C=C4C=4C=C(C=CC14)Br)Br)=O